CC1=NC=C(C=N1)NC(O[C@H](C)[C@H](C)OC1=CC2=C(N=C(S2)C=2C=C(C=C3C=C(C=NC23)OC)OC)C=C1F)=O (2R,3S)-3-((2-(3,6-dimethoxyquinolin-8-yl)-5-fluorobenzo[d]thiazol-6-yl)oxy)butan-2-yl (2-methylpyrimidin-5-yl)carbamate